ClC1=CC=C(C=C1)C(C(CO)C)=O 1-(4-Chlorophenyl)-3-hydroxy-2-methylpropan-1-one